C(C1=CC=CC=C1)S(/C=C/CNC(=O)C=1C(NC=2CCCCC2C1)=O)(=O)=N N-[(2E)-3-[benzyl(imino)oxo-λ6-sulfanyl]prop-2-en-1-yl]-2-oxo-1,2,5,6,7,8-hexahydroquinoline-3-carboxamide